4-[(4-methylpiperidin-4-yl)oxy]-N-{4-[4-(morpholin-4-yl)-7H-pyrrolo[2,3-d]pyrimidin-6-yl]phenyl}pyridine-2-carboxamide CC1(CCNCC1)OC1=CC(=NC=C1)C(=O)NC1=CC=C(C=C1)C1=CC2=C(N=CN=C2N2CCOCC2)N1